NC1=CC2=C(N=C(O2)C2=CC=C(C=C2)C=2OC3=C(N2)C=CC(=C3)N)C=C1 1,4-bis(6-amino-2-benzoxazolyl)benzene